FC1(OC2=C(O1)C=CC(=C2)C2(CC2)C(=O)NC=2C=C1C=C(N(C1=CC2F)C[C@H](CO)O)C(CO)(C)C)F 1-(2,2-difluoro-1,3-benzodioxol-5-yl)-N-{1-[(2R)-2,3-dihydroxypropyl]-6-fluoro-2-(1-hydroxy-2-methylpropan-2-yl)-1H-indol-5-yl}cyclopropanecarboxamide